3,7-dimethyl-6-octen-1-al bis(2-pentylheptyl)11-(2-(diethylamino)ethyl)-7,15-dioxo-5,17-dipentyl-6,8,14,16-tetraoxa-11-azahenicosandioate C(CCCC)C(COC(CCCC(OC(OCCN(CCOC(OC(CCCC(=O)OCC(CCCCC)CCCCC)CCCCC)=O)CCN(CC)CC)=O)CCCCC)=O)CCCCC.CC(CC=O)CCC=C(C)C